COC([C@@H](NC(=O)NC=1C=C(C=CC1)C)CCCNC(=O)NC=1C=C(C=CC1)C)=O N,N'-di(m-tolylaminocarbonyl)-ornithin-methylester